4-(6-((5-(3-(3-(3-(3-aminophenyl)propan-amido)benzyl)-2-oxoimidazolidin-1-yl)pyridin-3-yl)amino)pyridin-3-yl)-N,N-dimethylbenzamide NC=1C=C(C=CC1)CCC(=O)NC=1C=C(CN2C(N(CC2)C=2C=C(C=NC2)NC2=CC=C(C=N2)C2=CC=C(C(=O)N(C)C)C=C2)=O)C=CC1